NC1=NC=NN2C1=C(C=C2C=2C(=CC(=C(C(=O)N[C@@H]1CN(C[C@@H]1F)C(=O)C1=NC=CC=C1F)C2)C)F)C(F)(F)F 5-[4-amino-5-(trifluoromethyl)pyrrolo[2,1-f][1,2,4]triazin-7-yl]-4-fluoro-N-[(3R,4S)-4-fluoro-1-(3-fluoropyridine-2-carbonyl)pyrrolidin-3-yl]-2-methylbenzamide